4-[[3-fluoro-2-methoxy-propyl]-[4-(5,6,7,8-tetrahydro-1,8-naphthyridin-2-yl)butyl]amino]-2-[(2-methyl-2-phenyl-propanoyl)amino]butanoic acid FCC(CN(CCC(C(=O)O)NC(C(C)(C1=CC=CC=C1)C)=O)CCCCC1=NC=2NCCCC2C=C1)OC